(1R)-1-cyclopropyl-1-(3,5-difluorophenyl)methanamine C1(CC1)[C@@H](N)C1=CC(=CC(=C1)F)F